(isoquinolin-1-yl)-5-phenyl-4-(p-tolyl)oxazole tert-butyl-9-chloro-7-(4,4,5,5-tetramethyl-1,3,2-dioxaborolan-2-yl)-3,5-dihydro-2H-1,4-benzoxazepine-4-carboxylate C(C)(C)(C)OC(=O)N1CCOC2=C(C1)C=C(C=C2Cl)B2OC(C(O2)(C)C)(C)C.C2(=NC=CC1=CC=CC=C21)C=2OC(=C(N2)C2=CC=C(C=C2)C)C2=CC=CC=C2